IC1=NN2C(C=C(C=C2)Br)=C1 2-iodo-5-bromo-pyrazolo[1,5-a]pyridine